C(C1=CC=CC=C1)OC(=O)[C@H]1N(C[C@](C1)(COC)F)C(CNC(C1=CC=C(C=C1)OC1=CC=CC=C1)=O)=O (2S,4R)-4-fluoro-4-(methoxymethyl)-1-((4-phenoxybenzoyl)glycyl)pyrrolidine-2-carboxylic acid benzyl ester